C(CCCCCCCCCCCCC)N1C(=C(C(C2=C(C=C(C=C12)OCC=C)OCC=C)=O)OCC=C)C1=CC=C(C=C1)OCC=C N-tetradecyl-2-(4-(2-propen-1-oxy)phenyl)-3,5,7-tris-(2-propen-1-yloxy)-quinolin-4-one